FC=1C(=NC=CC1)[C@H](C)O (1S)-1-(3-fluoropyridin-2-yl)ethan-1-ol